CC(C)OC(=O)C1=CN(CC(C2=C1NC=1C=CC=CC21)(C)C)C(C2=CC(=C(C=C2)F)F)=O 3-(3,4-Difluorobenzoyl)-1,2,3,6-tetrahydro-1,1-dimethyl-azepino[4,5-b]indole-5-carboxylic acid 1-methyl-ethyl ester